C(C)(C)(C)OC(=O)N1CCC2(CC1)C(C1=CC=C(C=C1C2)F)=O 5-fluoro-1-oxo-1,3-dihydrospiro[indene-2,4'-piperidine]-1'-carboxylic acid tert-butyl ester